N1C[C@@H](CC1)NC1=CC=CC(=N1)OCC1=NC=C(C#N)C=C1 (R)-6-(((6-(pyrrolidin-3-ylamino)pyridin-2-yl)oxy)methyl)nicotinonitrile